1-isothiocyanato-4R-(methylsulfinyl)butane N(=C=S)CCCC[S@](=O)C